[Si]([O-])([O-])([O-])[O-].FC([NH+](C)C)F.FC(F)[NH+](C)C.FC(F)[NH+](C)C.FC(F)[NH+](C)C difluorotrimethylammonium silicate